NC(CCCCB(O)O)(CCCN1CCN(CC1)CC1=CC(=C(C=C1)Cl)Cl)C(=O)OC(C)C 5-amino-8-(4-(3,4-dichlorobenzyl)piperazin-1-yl)-5-(isopropoxycarbonyl)octylboronic acid